3-(5-(2,5-diazabicyclo[2.2.2]octan-2-yl)-4,7-difluoro-1-oxoisoindolin-2-yl)piperidine-2,6-dione C12N(CC(NC1)CC2)C=2C(=C1CN(C(C1=C(C2)F)=O)C2C(NC(CC2)=O)=O)F